4-chloro-2-(6-((5-ethyl-2-(trifluoromethoxy)phenyl)sulfinyl)pyridin-3-yl)-5-((((S)-3-fluorotetrahydro-2H-pyran-3-yl)methyl)amino)pyridazin-3(2H)-one ClC=1C(N(N=CC1NC[C@@]1(COCCC1)F)C=1C=NC(=CC1)S(=O)C1=C(C=CC(=C1)CC)OC(F)(F)F)=O